6-benzyl-3-cyano-4-methyl-5,6,7,8-tetrahydro-[1,6]naphthyridine-2-carboxylic acid methyl ester COC(=O)C1=NC=2CCN(CC2C(=C1C#N)C)CC1=CC=CC=C1